FC(S(=O)(=O)C=1C(=NC=CC1)NC1=C(N=NC(=C1)NC(=O)[C@@H]1[C@H](C1)F)C(=O)NC([2H])([2H])[2H])F 4-((3-((difluoromethyl)sulfonyl)pyridin-2-yl)amino)-6-((1R,2S)-2-fluorocyclopropane-1-carboxamido)-N-(methyl-d3)pyridazine-3-carboxamide